NCCN1N=C2C=C(C=CC2=C1C(=O)OC)Br methyl 2-(2-aminoethyl)-6-bromo-2H-indazole-3-carboxylate